C(C=C)(=O)OC1CC(N(C(C1)(C)C)C)(C)C 1,2,2,6,6-pentamethyl-4-piperidyl acrylate